FC=1C=C2C(=C(/C(/C2=CC1)=C/C1=CC=C(C=C1)C(F)(F)F)C)C(C(=O)O)C 2-[(1Z)-5-fluoro-2-methyl-1-{[4-(trifluoromethyl)phenyl]methylene}-1H-inden-3-yl]propanoic acid